C(C1=CC=CC=C1)N1N=C2C(N(CCC2=C1Cl)[C@@H]1C(N(C2=C(OC1)C=C(C=C2)C#CC2=CC=CC(=N2)C#N)C)=O)=O (S)-6-((3-(2-benzyl-3-chloro-7-oxo-2,4,5,7-tetrahydro-6H-pyrazolo[3,4-c]pyridin-6-yl)-5-methyl-4-oxo-2,3,4,5-tetrahydrobenzo[b][1,4]oxazepin-8-yl)ethynyl)-2-cyanopyridine